(4-((2-(2-isopropylphenyl)-8-oxo-7,8-dihydro-9H-purin-9-yl)methyl)phenyl)-5-methyl-1H-pyrazole-3-carboxylic acid C(C)(C)C1=C(C=CC=C1)C1=NC=C2NC(N(C2=N1)CC1=CC=C(C=C1)N1N=C(C=C1C)C(=O)O)=O